9-Chloro-2-fluoro-7-methoxyacridine ClC=1C2=CC(=CC=C2N=C2C=CC(=CC12)F)OC